(R)-10-methyl-3-(3-methyl-5-vinyl-4H-1,2,4-triazol-4-yl)-9,10,11,12-tetrahydro-8H-[1,4]diazepino[5',6':4,5]thieno[3,2-f]quinolin-8-one C[C@H]1NC(C2=C(C=3C=4C=CC(=NC4C=CC3S2)N2C(=NN=C2C=C)C)NC1)=O